CC(COCCNCCCN1CCCC1)(CC)C N-(2-(2,2-dimethylbut-1-yloxy)ethyl)-3-(pyrrolidinyl)propan-1-amine